CONC1=CC=C(C(=C1)C)N1CCN(CC1)C methoxy-5-methyl-4-(4-methylpiperazin-1-yl)aniline